OCCCN(CCN(CCN(CCCO)CCCO)CCCO)CCCO pentakishydroxypropyl-diethylenetriamine